6-(5-Chloro-1-(3-fluoro-4-iodobenzyl)-1H-indazole-7-carboxamido)spiro[3.3]heptan-2-acetic acid ClC=1C=C2C=NN(C2=C(C1)C(=O)NC1CC2(CC(C2)CC(=O)O)C1)CC1=CC(=C(C=C1)I)F